C1(=CC=CC=C1)[S+](=O)(C1=CC=C(C=C1)S)C1=CC=CC=C1 diphenyl-(p-mercaptophenyl)sulfoxonium